ClC1=CC=C2C(=C(NC2=C1)C(=O)N1C2CC(CC1CC2)C=2C=C1CN(C(C1=CC2)=O)C2C(NC(CC2)=O)=O)C 3-(5-(8-(6-Chloro-3-methyl-1H-indole-2-carbonyl)-8-azabicyclo[3.2.1]octan-3-yl)-1-oxoisoindolin-2-yl)piperidine-2,6-dione